3-(((2-(ethyl-(methyl)amino)ethyl)carbamoyl)oxy)undecanoic acid C(C)N(CCNC(=O)OC(CC(=O)O)CCCCCCCC)C